BrC=1C=C(OC(C1O[C@@H]1C[C@@H](CC1)O[Si](C1=CC=CC=C1)(C1=CC=CC=C1)C(C)(C)C)=O)C(=O)OC methyl 4-bromo-5-{[cis-3-[(tert-butyldiphenylsilyl)oxy]cyclopentyl]oxy}-6-oxopyran-2-carboxylate